C1(=C(C(=C(C(=C1[2H])[2H])[2H])[2H])[2H])C1=C(C(=C(C(=C1C=1C(=C(C=CC1)[2H])C1=CC=CC=2SC3=C(C21)C=CC=C3)[2H])[2H])[2H])[2H] (biphenylyl-d9)dibenzothiophenyl-benzene-d